1-bromo-1-fluoroethane BrC(C)F